6-bromo-5-(((1R,3s,5S)-6,6-difluoro-bicyclo[3.1.0]hexane-3-yl)amino)-N-methylpyrazine-2-sulfonamide BrC1=C(N=CC(=N1)S(=O)(=O)NC)NC1C[C@H]2C([C@H]2C1)(F)F